(R)-2,2-difluoro-N-(4-(6-((S)-1-hydroxypropyl)-4-methylpyridin-3-yl)-1-methyl-1H-imidazo[4,5-f]isoquinolin-8-yl)cyclopropane-1-carboxamide FC1([C@H](C1)C(=O)NC=1N=CC2=CC(=C3C(=C2C1)N(C=N3)C)C=3C=NC(=CC3C)[C@H](CC)O)F